N(=[N+]=[N-])[C@H]1CCC=2C(=CC=CC12)C#N (S)-1-azido-2,3-dihydro-1H-indene-4-carbonitrile